N-[3-(4-amino-7-methyl-7H-pyrrolo[2,3-d]pyrimidin-5-yl)-2-fluoro-phenyl]-4-iodo-benzenesulfonamide NC=1C2=C(N=CN1)N(C=C2C=2C(=C(C=CC2)NS(=O)(=O)C2=CC=C(C=C2)I)F)C